11-(1,1-dioxotetrahydro-2H-thiopyran-4-yl)undecanoic acid O=S1(CCC(CC1)CCCCCCCCCCC(=O)O)=O